CC12C(CC=3C(=NNC3C1)C(=O)O)C2 5a-methyl-1,4,4a,5,5a,6-hexahydrocyclopropa[f]indazole-3-carboxylic acid